diethylene glycol methyl-2-ethylhexyl ether CC(C(CCCC)CC)OCCOCCO